2-(4-chloro-2-fluoro-5-(2-oxo-2-(3,5-difluorophenyl)ethoxy)phenyl)-4,5,6,7-tetrahydro-1H-isoindole-1,3(2H)-dione ClC1=CC(=C(C=C1OCC(C1=CC(=CC(=C1)F)F)=O)N1C(C=2CCCCC2C1=O)=O)F